C(C)(C)(C)OC(=O)N1C[C@@H](NCC1)COCC1=NC(=CC=C1F)C(=O)OC |r| (±)-3-(((3-fluoro-6-(methoxycarbonyl)pyridin-2-yl)methoxy)methyl)piperazine-1-carboxylic acid tert-butyl ester